C(C)(=O)NC1=CC=C(CN2CCC(CC2)(CCC2=CC=CC=C2)CNC(OCC)=O)C=C1 ethyl (1-(4-acetamidobenzyl)-4-phenethylpiperidin-4-yl)methylcarbamate